1-(5-Chloro-2-(spiro[3.3]heptan-2-yl)phenoxy)-N-((6-(3-hydroxy-3-methylpiperidin-1-yl)pyridin-2-yl)sulfonyl)cyclopropanecarboxamide ClC=1C=CC(=C(OC2(CC2)C(=O)NS(=O)(=O)C2=NC(=CC=C2)N2CC(CCC2)(C)O)C1)C1CC2(C1)CCC2